n-butyllithium bromine [Br].C(CCC)[Li]